NCC1=CC=C(C=C1)C1=CC(=CC(=C1)C(F)(F)F)S(=O)(=O)N1CCC2(CC(CO2)NC[C@@H](COC=2C=C(C=CC2)S(=O)(=O)NC)O)CC1 3-((2S)-3-(8-(4'-(aminomethyl)-5-(trifluoromethyl)biphenyl-3-ylsulfonyl)-1-oxa-8-azaspiro[4.5]decan-3-ylamino)-2-hydroxypropoxy)-N-methylbenzenesulfonamide